Allyl 4-O-(2-naphthylmethyl)-alpha-L-rhamnopyranoside C1=C(C=CC2=CC=CC=C12)CO[C@@H]1[C@H]([C@H]([C@H](OCC=C)O[C@H]1C)O)O